trans-2-(phenylmethyl)pyrrolidine C1(=CC=CC=C1)CC1NCCC1